7-(trifluoromethylthio)-2,3-dihydro-1H-inden-1-one FC(SC=1C=CC=C2CCC(C12)=O)(F)F